FC(S(=O)(=O)O)(F)F.C(C)(C)(C)OC(=O)NC=1SC=C(N1)CC(=O)O 2-(2-((tert-butoxycarbonyl)amino)thiazol-4-yl)acetic acid, trifluoromethanesulfonate salt